[Cl-].C(CCCCC)N1CC=C(C=C1)C N-hexyl-4-methylpyridine chloride